C(CCCCCCCCCCC)(=O)[O-].C(CCCCCCCCCCC)(=O)[O-].C(CCC)[Sb+2]CCCC dibutyl-antimony dilaurate